O=C1N(C(C=C1)=O)CCC(=O)N[C@@H](C(=O)N[C@H](C(=O)N[C@@H](CCC(=O)OC(C)(C)C)C(=O)NC1=CC=C(C=C1)CO)C)CC(C)C Tert-butyl (S)-4-((S)-2-((R)-2-(3-(2,5-dioxo-2,5-dihydro-1H-pyrrol-1-yl)propanamido)-4-methylpentanamido)propanamido)-5-((4-(hydroxymethyl)phenyl)amino)-5-oxopentanoate